ClC1=C(C=CC=C1)C1=C2N(C(=NC1=O)NC[C@H](C)O)C=CC(=C2)C(F)(F)F 4-(2-chlorophenyl)-1-(((2S)-2-hydroxypropyl)amino)-6-(trifluoromethyl)-3H-pyrido[1,2-c]pyrimidin-3-one